(7-(3-Ethoxy-5-fluorophenyl)-2-azaspiro[3.5]nonan-2-yl)((1s,3s)-3-hydroxy-3-methylcyclobutyl)methanone C(C)OC=1C=C(C=C(C1)F)C1CCC2(CN(C2)C(=O)C2CC(C2)(C)O)CC1